5-(2-(4-(1-(4-amino-5-methoxy-2-(1-methyl-1H-pyrazol-4-yl)phenyl)piperidine-4-yl)piperazin-1-yl)-7-azaspiro[3.5]nonan-7-yl)-2-(2,6-dioxopiperidin-3-yl)isoindoline-1,3-Dione NC1=CC(=C(C=C1OC)N1CCC(CC1)N1CCN(CC1)C1CC2(C1)CCN(CC2)C=2C=C1C(N(C(C1=CC2)=O)C2C(NC(CC2)=O)=O)=O)C=2C=NN(C2)C